3-((6'-(1H-tetrazol-5-yl)-[1,1':3',1''-terphenyl]-4-yl)methyl)-2-butyl-7-oxa-1,3-diazaspiro[4.4]non-1-en-4-one N1N=NN=C1C1=CC=C(C=C1C1=CC=C(C=C1)CN1C(=NC2(C1=O)COCC2)CCCC)C2=CC=CC=C2